C12(CC3CC(CC(C1)C3)C2)C=2C=C(C(=O)NCCC3=CC(=C(C=C3)O)O)C=CC2OC 3-adamant-1-yl-N-[2-(3,4-dihydroxyphenyl)-ethyl]-4-methoxy-benzoic acid amide